CN(C)[P+](N(C)C)(N(C)C)N(C)C.[Ti+4] titanium tetrakis(dimethylamino)phosphonium